(tert-butyloxycarbonyl)-L-cysteine methyl ester COC([C@@H](NC(=O)OC(C)(C)C)CS)=O